B([O-])OB[O-].[B+3].[B+3].OC(C)(C)C(C)(C)O.B([O-])OB[O-].B([O-])OB[O-] pinacol diboron diboronate